tert-butyl 3-(6-hydroxy-4-oxo-quinazolin-3-yl)-8-azaspiro[4.5]decane-8-carboxylate OC=1C=C2C(N(C=NC2=CC1)C1CCC2(C1)CCN(CC2)C(=O)OC(C)(C)C)=O